O1CCC(CC1)C1N2N=CC(C3=NNC4=CC=C(OCCCNC(OC1)=O)C=C34)=C2 6-(oxan-4-yl)-8,14-dioxa-4,5,10,19,20-pentaazatetracyclo[13.5.2.12,5.018,21]tricosa-1(20),2(23),3,15,17,21-hexaen-9-one